1,3-bis-[di(2-methoxyphenyl)phosphino]propane COC1=C(C=CC=C1)P(CCCP(C1=C(C=CC=C1)OC)C1=C(C=CC=C1)OC)C1=C(C=CC=C1)OC